tert-Butyl (4-(5-amino-2-chlorobenzamido)-3-methylphenyl)carbamate NC=1C=CC(=C(C(=O)NC2=C(C=C(C=C2)NC(OC(C)(C)C)=O)C)C1)Cl